iso-Octan C(C)(C)CC(C)(C)C